7-Chloro-4-(1H-Imidazol-1-Yl)-2-(4-(Methylsulfonyl)Piperazin-1-Yl)Quinoline ClC1=CC=C2C(=CC(=NC2=C1)N1CCN(CC1)S(=O)(=O)C)N1C=NC=C1